C(C)C1=C(C=CC2=C1C(=C(O2)C(=O)O)C)S(N(CC)C2=C(C=CC(=C2)N(C)CC)CN(CC=2OC=CC2)C(C2=C(C=CC=C2)Cl)=O)(=O)=O Ethyl-5-(N-(2-((2-chloro-N-(furan-2-ylmethyl)benzoylamino)methyl)-5-(ethyl(methyl)amino)phenyl)-N-Ethylsulfamoyl)-3-methylbenzofuran-2-carboxylic acid